CC(CC(C)OCCCNCCCN1CCOCC1)C N-(3-(4-methylpent-2-yloxy)propyl)-3-morpholinopropan-1-amine